N,5-di(4-chlorophenyl)-3,5-dihydro-3-(isopropylimino)phenazine-2-amine ClC1=CC=C(C=C1)NC1=CC2=NC3=CC=CC=C3N(C2=CC1=NC(C)C)C1=CC=C(C=C1)Cl